CN(C(=O)C=1C=C(C=CC1)NC=1N=C(N=NC1C(=O)N)NC1=C(C=C2CCN(CC2=C1)C)OC)C ((3-(dimethylcarbamoyl)phenyl)amino)-3-((6-methoxy-2-methyl-1,2,3,4-tetrahydroisoquinolin-7-yl)amino)-1,2,4-triazine-6-carboxamide